1-hydroxy-cyclopropanecarboxamide OC1(CC1)C(=O)N